2-(2,4-dioxo-tetrahydropyrimidin-1(2H)-yl)isoindoline-1,3-dione O=C1N(CCC(N1)=O)N1C(C2=CC=CC=C2C1=O)=O